(1,4-dimethyl-1H-1,2,3-triazol-5-yl)-5-(phenyl-(tetrahydro-2H-pyran-4-yl)methyl)-5,7,8,9-tetrahydrocyclopenta[f]pyrido[3,2-b]indole CN1N=NC(=C1C=1C=CC=2N(C=3C=C4C(=CC3C2N1)CCC4)C(C4CCOCC4)C4=CC=CC=C4)C